O(C1=CC=CC=C1)C1=CC=C2C=CC(=C3C4=CC=CC5=CC=CC(C1=C23)=C45)OC4=CC=CC=C4 1,6-diphenoxyperylene